C12NCC(C(C1)OC1=NOC(=C1C1=CC=3N(C=C1)N=C(C3)NC(=O)C3CC3)C)C2 Exo-Rac-N-[5-[3-(2-azabicyclo[2.2.1]heptan-5-yloxy)-5-methyl-isoxazol-4-yl]pyrazolo[1,5-a]pyridin-2-yl]cyclopropanecarboxamide